NC1=NC(C=2C1=CN(C(C2)=O)C2CCC2)=O 3-amino-5-cyclobutyl-1H-pyrrolo[3,4-c]pyridine-1,6(5H)-dione